2-{4-[3-(4,5-dichloro-1-methyl-1H-indole-2-amido)oxetan-3-yl]-3-fluorophenyl}acetic acid ClC1=C2C=C(N(C2=CC=C1Cl)C)C(=O)NC1(COC1)C1=C(C=C(C=C1)CC(=O)O)F